CS(=O)(=O)OCC1(CN(C1)S(=O)(=O)C1=C(C=C(C=C1)Cl)Cl)COC1=CC(=C(C=C1)C#N)F (3-((4-Cyano-3-fluorophenoxy)methyl)-1-((2,4-dichlorophenyl)sulfonyl)azetidin-3-yl)methyl methanesulfonate